((((2-methyl-2H-tetrazol-5-yl)methyl)sulfinyl)methyl)nicotinamide platinum (0) [Pt].CN1N=C(N=N1)CS(=O)CC1=C(C(=O)N)C=CC=N1